2-(difluoromethyl)-7-(3-(6-methoxypyridin-3-yl)-7,8-dihydro-1,6-naphthyridin-6(5H)-yl)-8,9-dimethyl-4H-pyrimido[1,2-b]pyridazin-4-one FC(C=1N=C2N(N=C(C(=C2C)C)N2CC=3C=C(C=NC3CC2)C=2C=NC(=CC2)OC)C(C1)=O)F